CC=1N=C(C2=C(N1)OC=C2C(=O)NCC=2N(C=CC2)C)NC2(CC2)C methyl-N-[(1-methyl-1H-pyrrol-2-yl)methyl]-4-[(1-methylcyclopropyl)amino]furo[2,3-d]pyrimidine-5-carboxamide